ethyl lactimidate hydrochloride Cl.C(C(O)C)(OCC)=N